3-fluoro-4-(((6-(1-((6-(2-oxo-2,3-dihydrooxazol-5-yl)-1-(thiazol-5-ylmethyl)-1H-benzo[d]imidazol-2-yl)methyl)piperidin-4-yl)pyridin-2-yl)oxy)methyl)benzonitrile FC=1C=C(C#N)C=CC1COC1=NC(=CC=C1)C1CCN(CC1)CC1=NC2=C(N1CC1=CN=CS1)C=C(C=C2)C2=CNC(O2)=O